BrCCCCCC[C-]1C=CC=C1.[CH-]1C=CC=C1.[Fe+2] 6-bromohexanyl-ferrocene